tert-butyl N-[1-(8-bromopyrido[3,4-b]pyrazin-5-yl)-4-piperidyl]-N-cyclopropyl-carbamate BrC1=CN=C(C2=NC=CN=C21)N2CCC(CC2)N(C(OC(C)(C)C)=O)C2CC2